N-Cyclopentyl-6-(2-(dimethyl-amino)ethoxy)-1,2,3,4-tetrahydroisoquinolin-8-amine hydrochloride Cl.C1(CCCC1)NC=1C=C(C=C2CCNCC12)OCCN(C)C